C1(CC1)COC1=NC(=NC=C1F)C1=CC(=C(C(=C1)F)N1CCCC1)F 1-[4-(4-Cyclopropylmethoxy-5-fluoro-pyrimidin-2-yl)-2,6-difluoro-phenyl]-pyrrolidine